FC=1C=C2C(=CNC2=CC1)C[C@H](CCCC)NC(OC(C)(C)C)=O tert-butyl (S)-(1-(5-fluoro-1H-indol-3-yl)hexan-2-yl)carbamate